bis(3-amino-4-toluyl)hexafluoropropane NC=1C=C(C=CC1C(C(F)(F)F)(C(F)(F)F)C1=C(C=C(C=C1)C)N)C